(2-(2,2-difluoroethoxy)-5-fluorophenyl)methylamine FC(COC1=C(C=C(C=C1)F)CN)F